CC1=C(C=CC=C1C(F)(F)F)[C@@H](C)NC(=O)C1=CN(C(C=C1N[C@@H]1CC[C@@]12CN(CCC2)C)=O)C2CCOCC2 N-((R)-1-(2-methyl-3-(trifluoromethyl)phenyl)ethyl)-4-(((1R,4S)-6-methyl-6-azaspiro[3.5]nonan-1-yl)amino)-6-oxo-1-(tetrahydro-2H-pyran-4-yl)-1,6-dihydropyridine-3-carboxamide